C1=CC=C(C=2SC3=C(C21)C=CC=C3)C=3C=C2CCN(CC2=CC3)C(=O)NC3=CNC2=CC=CC=C32 6-(dibenzo[b,d]thiophen-4-yl)-N-(1H-indol-3-yl)-3,4-dihydroisoquinoline-2(1H)-Formamide